5-bromo-6-fluoro-4-[(4R,7S,8S,9S)-14-fluoro-9,16,17-trimethyl-10-oxa-2,12,18,20-tetrazapentacyclo[9.7.1.14,7.02,8.015,19]icosa-1(18),11(19),12,14,16-pentaen-13-yl]naphthalen-2-ol BrC1=C2C(=CC(=CC2=CC=C1F)O)C1=NC=2O[C@H]([C@@H]3[C@@H]4CC[C@H](CN3C3=NC(=C(C(=C1F)C32)C)C)N4)C